CC(=C(C(=O)[O-])C)C.[Li+] lithium dimethylbutenate